3-tert-butyl propylene sulfate S(=O)(=O)(O)O.C(C)(C)(C)CC=C